trans-2-aminocyclohexane hydrochloride Cl.NC1CCCCC1